C(C)OC=1C(=NC(=C(C1)N1[C@@H](CN(CC1)C(=O)C12CC3(CC(CC(C1)(C3)F)(C2)F)F)CC)C(=O)N[C@H]2CN(CC2)C)C=2C=NC=CC2 ethoxy-5-[(2R)-2-ethyl-4-(3,5,7-trifluoroadamantan-1-carbonyl)piperazin-1-yl]-N-[(3R)-1-methylpyrrolidin-3-yl]-[2,3'-bipyridine]-6-carboxamide